C(C=C)(=O)N1C[C@@H](CCC1)C1=NC(=C2C(=NC=NN21)N)C(=O)NC2=C(C(=C(C=C2)CC(=O)N(C)C)C)C (R)-7-(1-acryloylpiperidin-3-yl)-4-amino-N-(4-(2-(dimethylamino)-2-oxoethyl)-2,3-dimethylphenyl)imidazo[5,1-f][1,2,4]triazine-5-carboxamide